BrC1=C(C=C2C(=C(C(=NC2=C1F)OC[C@H]1N(CCC1)C)[N+](=O)[O-])N(C1C2CN(C1C2)C(=O)OC(C)(C)C)C(=O)OC(C)(C)C)I tert-butyl (endo)-5-((7-bromo-8-fluoro-6-iodo-2-(((S)-1-methylpyrrolidin-2-yl)methoxy)-3-nitroquinolin-4-yl)(tert-butoxycarbonyl)amino)-2-azabicyclo[2.1.1]hexane-2-carboxylate